Tert-butyl N-[4-[[4-[1-(2,6-dioxo-3-piperidyl)-3-methyl-2-oxo-benzimidazol-4-yl]-1-piperidyl] methyl]cyclohexyl]carbamate O=C1NC(CCC1N1C(N(C2=C1C=CC=C2C2CCN(CC2)CC2CCC(CC2)NC(OC(C)(C)C)=O)C)=O)=O